C1(=C(C=CC=C1)NC=1C=CC=2N(C3=CC=C(C=C3C2C1)C1=C(C=CC=C1)C1=CC=CC=C1)C1=CC=CC=C1)C1=CC=CC=C1 N,6-di([1,1'-biphenyl]-2-yl)-9-phenyl-9H-carbazol-3-amine